para-hydroxymethyl-benzenesulfonic acid OCC1=CC=C(C=C1)S(=O)(=O)O